FC(CCC(=O)NCC(F)(F)F)F 4,4-difluoro-N-(2,2,2-trifluoroethyl)-butanamide